[Si](C1=CC=CC=C1)(C1=CC=CC=C1)(C(C)(C)C)OCC(CO)C=1C=NC=CC1 3-((tert-butyldiphenylsilyl)oxy)-2-(pyridin-3-yl)propan-1-ol